C(C)OC(=O)C1=C(SC2=C1C=CC(=C2Cl)O)N(CC2=CC=CC=C2)C(C)=O 2-[acetyl-(benzyl)amino]-7-chloro-6-hydroxy-1-benzothiophene-3-carboxylic acid ethyl ester